tri-p-tolylsulfonium 2-hydroxy-4-((2,4,6-triiodophenoxy)carbonyl)benzenesulfonate OC1=C(C=CC(=C1)C(=O)OC1=C(C=C(C=C1I)I)I)S(=O)(=O)[O-].C1(=CC=C(C=C1)[S+](C1=CC=C(C=C1)C)C1=CC=C(C=C1)C)C